FC([C@]12N(C=3C(=NN=C(C3)C3=C(C(=CC=C3)F)OC)NC1)C[C@@H](C2)OC2=NC=C(C(=O)OC)C=C2F)F.C(C)(C)C=C isopropyl (ethylene) Methyl 6-(((6aR,8R)-6a-(difluoromethyl)-2-(3-fluoro-2-methoxyphenyl)-5,6,6a,7,8,9-hexahydropyrrolo[1',2':4,5]pyrazino[2,3-c]pyridazin-8-yl)oxy)-5-fluoronicotinate